C(C)(C)(C)OC(=O)N1CC(C1)C1=NN(C2=NC=CC(=C21)I)C2=C(C=C(C=C2)OC(F)(F)F)Cl 3-(1-(2-chloro-4-(trifluoromethoxy)phenyl)-4-iodo-1H-pyrazolo[3,4-b]pyridin-3-yl)azetidine-1-carboxylic acid tert-butyl ester